N5-(6-(2-amino-5-bromopyridin-3-yl)pyridazin-3-yl)-3-(4-fluorophenyl)-4-oxo-1-((tetrahydro-2H-pyran-4-yl)methyl)-1,4-dihydropyridine-2,5-dicarboxamide NC1=NC=C(C=C1C1=CC=C(N=N1)NC(=O)C=1C(C(=C(N(C1)CC1CCOCC1)C(=O)N)C1=CC=C(C=C1)F)=O)Br